BrC=1C(=CC(=C(OCCOS(=O)(=O)C2=CC=C(C=C2)C)C1)CO)OC 2-(5-bromo-2-(hydroxymethyl)-4-methoxyphenoxy)ethyl-4-methylbenzenesulfonate